2-(5,6-Dichloro-2-methyl-1H-indol-3-yl)-1-[4-(5-hydroxy-pyridin-2-yl)-piperazin-1-yl]-ethanone ClC=1C=C2C(=C(NC2=CC1Cl)C)CC(=O)N1CCN(CC1)C1=NC=C(C=C1)O